FC(C=1C(=NC=CC1)C1=CC(=CN1)S(=O)(=O)NC1=C(C=C(C(=C1)F)C(F)(F)F)F)F 5-[3-(difluoromethyl)pyridin-2-yl]-N-[2,5-difluoro-4-(trifluoromethyl)phenyl]-1H-pyrrole-3-sulfonamide